C(N)([S-])=S.COCCNC.[Na+] sodium (2-methoxyethyl)methylamine dithiocarbamate